(4-methyl-1H-indol-3-yl)-N-phenylacrylamide CC1=C2C(=CNC2=CC=C1)C(C(=O)NC1=CC=CC=C1)=C